Tert-butyl-((3R,5R)-1-(2-(1-(cyclopropylmethyl)-6-(1-oxoisoindolin-5-yl)-1H-indol-2-yl)-3-methylbenzofuran-6-carbonyl)-5-fluoropiperidin-3-yl) carbamate C(N)(O[C@H]1C(N(C[C@@H](C1)F)C(=O)C1=CC2=C(C(=C(O2)C=2N(C3=CC(=CC=C3C2)C=2C=C3CNC(C3=CC2)=O)CC2CC2)C)C=C1)C(C)(C)C)=O